N-(3-(pyrrolidin-1-yl)pyridin-2-yl)-4-fluorobenzo[d]isothiazole-1,1-dioxide N1(CCCC1)C=1C(=NC=CC1)N1S(C2=C(C1)C(=CC=C2)F)(=O)=O